tert-butyl 3-(4,4,5,5-tetramethyl-1,3,2-dioxaborolan-2-yl)-4,5-dihydropyrrole-1-carboxylate CC1(OB(OC1(C)C)C1=CN(CC1)C(=O)OC(C)(C)C)C